4-(3-bromophenyl)-5H-pyrido[3,2-b]indole BrC=1C=C(C=CC1)C1=CC=NC2=C1NC=1C=CC=CC21